C(=O)O.FC=1C=C(C=CC1C(N([C@H]1CNCCC1)C1=NC=CC2=CC=CC(=C12)C)=O)N1N=NC=2C1=NC(=CC2)C(=O)NC (R)-3-(3-fluoro-4-((8-methylisoquinolin-1-yl)(piperidin-3-yl)carbamoyl)phenyl)-N-methyl-3H-[1,2,3]triazolo[4,5-b]pyridine-5-carboxamide formic acid salt